6-{[2-(3-methoxyphenyl)[1,2,4]triazolo[1,5-c]quinazolin-5-yl]amino}-1,4-diazepan-5-one COC=1C=C(C=CC1)C1=NN2C(=NC=3C=CC=CC3C2=N1)NC1C(NCCNC1)=O